N-(bicyclo[1.1.1]pent-1-yl)-2-methylbenzamide C12(CC(C1)C2)NC(C2=C(C=CC=C2)C)=O